4-((3,6-Bis(9,9-dimethyl-9H-fluoren-1-yl)naphthalen-1-yl)(quinolin-6-yl)amino)isophthalonitrile CC1(C2=CC=CC=C2C=2C=CC=C(C12)C=1C=C(C2=CC=C(C=C2C1)C1=CC=CC=2C3=CC=CC=C3C(C12)(C)C)N(C1=C(C=C(C#N)C=C1)C#N)C=1C=C2C=CC=NC2=CC1)C